6-(PIPERIDIN-1-YL)PYRAZINE-2-BORONIC ACID N1(CCCCC1)C1=CN=CC(=N1)B(O)O